C(#N)C=1C(=NC(=C(C1C1CC1)C#N)N1C[C@@H](CCC1)O)SC1(CC=CC=C1)CC(=O)N 2-((3,5-dicyano-4-cyclopropyl-6-((R)-3-hydroxypiperidin-1-yl)pyridin-2-yl)thio)-2-benzeneAcetamide